C(C)SC(NCCC[Si](OCC)(OCC)OCC)(N(CC)CC)CCCCCCCC octyl(diethylamino)(triethoxysilylpropylamino)methyl ethyl sulfide